CN(C(=O)[C@H]1NC(N(C1)C(=O)OC(C)(C)C)=O)C1=CC=C2C(=NN(C2=C1)C1OCCCC1)C (4S)-tert-butyl 4-(methyl(3-methyl-1-(tetrahydro-2H-pyran-2-yl)-1H-indazol-6-yl)carbamoyl)-2-oxoimidazolidine-1-carboxylate